(S)-6-(4-(methoxycarbonyl)phenyl)-4-(5-methylthiophen-2-yl)-3,6-dihydropyridine COC(=O)C1=CC=C(C=C1)[C@@H]1C=C(CC=N1)C=1SC(=CC1)C